N1CCC(CC1)C=1N=C2N(C=CC(=C2)N2C(NC(CC2)=O)=O)C1 1-(2-(Piperidin-4-yl)imidazo[1,2-a]pyridin-7-yl)dihydropyrimidine-2,4(1H,3H)-dione